1-[1-[rac-(2R)-2-[[4-(4-fluoro-2,6-dimethyl-phenyl)-7-quinolyl]oxy]propanoyl]-3-piperidyl]cyclopropanecarboxylic acid FC1=CC(=C(C(=C1)C)C1=CC=NC2=CC(=CC=C12)O[C@@H](C(=O)N1CC(CCC1)C1(CC1)C(=O)O)C)C |r|